OC[C@H](C1=CC=CC=C1)NC1=NC(=NC=C1C=1OC=NN1)NC1=CC=C2C(N3[C@@](C2=C1)(CC=CC3)C)=O (R)-9-((4-(((S)-2-hydroxy-1-phenylethyl)amino)-5-(1,3,4-oxadiazol-2-yl)pyrimidin-2-yl)amino)-10b-methyl-1,10b-dihydropyrido[2,1-a]isoindol-6(4H)-one